(R)-N-(2,2,2-trifluoro-1-(pyridin-3-yl)ethyl)-8-(2-(2,2,2-trifluoroethoxy)phenyl)imidazo[1,2-a]pyridine-2-carboxamide FC([C@@H](C=1C=NC=CC1)NC(=O)C=1N=C2N(C=CC=C2C2=C(C=CC=C2)OCC(F)(F)F)C1)(F)F